O(F)F.[Ta] tantalum oxyfluoride